(6-fluoro-2,4-di((2-methylpyrimidin-5-yl)oxy)-9H-pyrimido[4,5-b]indol-8-yl)(methyl-d3)carbamic acid tert-butyl ester C(C)(C)(C)OC(N(C([2H])([2H])[2H])C=1C=C(C=C2C3=C(NC12)N=C(N=C3OC=3C=NC(=NC3)C)OC=3C=NC(=NC3)C)F)=O